C(C)C1=CC=C(C=C1)C1=CC2=C(C3=C(S2)C=C(S3)C3=CC=C(C=C3)CC)S1 2,6-bis(4-ethylphenyl)-dithieno[3,2-b:2',3'-d]thiophene